C1(CC1)C=1C=C(C=2N(C1)C=C(N2)CN(C2=CC(=NC=N2)NC(=O)[C@@H]2[C@H](C2)C2=NC=CC(=N2)C)C)N2C(NC(C2)=O)=O (1S,2S)-N-(6-(((6-cyclopropyl-8-(2,4-dioxoimidazolidin-1-yl)imidazo[1,2-a]pyridin-2-yl)methyl)(methyl)amino)pyrimidin-4-yl)-2-(4-methylpyrimidin-2-yl)cyclopropane-1-carboxamide